C1(=CC=CC=C1)C1(C(=CC=CC1C1=CC=CC=C1)C1=CC=C(C=C1)C(=O)O)C1=CC=C(C=C1)C(=O)O 2',3'-diphenyl-terphenyl-4,4''-dicarboxylic acid